C(C)(=O)C=1SC(=C2C1N=C(N(C2=O)C)N2CCCCC2)C 7-Acetyl-3,5-dimethyl-2-(piperidin-1-yl)thieno[3,4-d]pyrimidin-4(3H)-one